FC=1C=C2C(C(=CN(C2=NC1N1CC(C1)C=1C=NC=CC1)C=1SC=CN1)C(=O)O)=O 6-fluoro-4-oxo-7-[3-(pyridin-3-yl)azetidin-1-yl]-1-(1,3-thiazol-2-yl)-1,4-dihydro-1,8-naphthyridine-3-carboxylic acid